N,N-bis(biphenyl-4-yl)-3'-(9H-carbazol-9-yl)-1,1'-biphenyl-4-amine C1(=CC=C(C=C1)N(C1=CC=C(C=C1)C1=CC(=CC=C1)N1C2=CC=CC=C2C=2C=CC=CC12)C1=CC=C(C=C1)C1=CC=CC=C1)C1=CC=CC=C1